CC1=CC=CC(=N1)C=1C=NC(=CC1)N 6-methyl-[2,3'-bipyridine]-6'-amine